(2R,5S)-4-(7-(3-carbamoyl-cyclohexyl)-5-formyl-7H-pyrrolo[2,3-d]pyrimidin-4-yl)-2,5-dimethylpiperazine-1-carboxylic acid tert-butyl ester C(C)(C)(C)OC(=O)N1[C@@H](CN([C@H](C1)C)C=1C2=C(N=CN1)N(C=C2C=O)C2CC(CCC2)C(N)=O)C